2-{2-[(1H-1,3-Benzodiazol-2-ylmethyl)amino]ethyl}-N-[(3-fluoro-6-methylpyridin-2-yl)methyl]-1,3-thiazole-4-carboxamide N1C(=NC2=C1C=CC=C2)CNCCC=2SC=C(N2)C(=O)NCC2=NC(=CC=C2F)C